2-Amino-N-(4-methoxybenzyl)-4,5,6,7-tetrahydrobenzo[b]thiophene-3-carboxamide NC1=C(C2=C(S1)CCCC2)C(=O)NCC2=CC=C(C=C2)OC